Tert-butyl (1R,5S)-3-(3-methyl-2-oxo-1H-benzimidazol-4-yl)-3,8-diazabicyclo[3.2.1]octane-8-carboxylate CN1C(NC2=C1C(=CC=C2)N2C[C@H]1CC[C@@H](C2)N1C(=O)OC(C)(C)C)=O